4,6-DIHYDROXY-2-METHYL-PYRIMIDINE-5-CARBALDEHYDE OC1=NC(=NC(=C1C=O)O)C